2-amino-1-{2-(2-(benzyloxy)-5-fluorophenoxy)phenyl}ethan-1-ol NCC(O)C1=C(C=CC=C1)OC1=C(C=CC(=C1)F)OCC1=CC=CC=C1